3-(1-chloroethoxycarbonyloxy)-2,2-dimethyl-propionic acid benzyl ester C(C1=CC=CC=C1)OC(C(COC(=O)OC(C)Cl)(C)C)=O